tert-butyl 3-(2-chloro-6,8-difluoro-5-methylquinazolin-4-yl)-3,8-diazabicyclo[3.2.1]octane-8-carboxylate ClC1=NC2=C(C=C(C(=C2C(=N1)N1CC2CCC(C1)N2C(=O)OC(C)(C)C)C)F)F